[5-amino-8-(trifluoromethyl)quinolin-6-yl]-[7-fluoro-2-(oxan-2-yl)indazol-4-yl]methanone NC1=C2C=CC=NC2=C(C=C1C(=O)C=1C2=CN(N=C2C(=CC1)F)C1OCCCC1)C(F)(F)F